1,3,5-Tri(4-hydroxyphenyl)-benzol OC1=CC=C(C=C1)C1=CC(=CC(=C1)C1=CC=C(C=C1)O)C1=CC=C(C=C1)O